CC1=C(C=NN1)C=1C=C2C(=NC1)NCC21CC1 5'-(5-Methyl-1H-pyrazol-4-yl)-1',2'-dihydrospiro[cyclopropane-1,3'-pyrrolo[2,3-b]pyridine]